4-(1-(10-((2-(2,6-dioxopiperidin-3-yl)-1,3-dioxoisoindolin-4-yl)amino)decyl)-1H-1,2,3-triazol-4-yl)-N-(2-(((S)-2-methylpyrrolidin-1-yl)methyl)-1H-benzo[d]imidazol-5-yl)benzamide O=C1NC(CCC1N1C(C2=CC=CC(=C2C1=O)NCCCCCCCCCCN1N=NC(=C1)C1=CC=C(C(=O)NC2=CC3=C(NC(=N3)CN3[C@H](CCC3)C)C=C2)C=C1)=O)=O